CC=1C(C(C2=CC3=CC=CC=C3C=C2C1)=O)C dimethyl-anthracenone